FC=1C(=C(C=C(C1)C1(COC1)O)B(O)O)OC (3-fluoro-5-(3-hydroxyoxetan-3-yl)-2-methoxyphenyl)boronic acid